C(CCCC)OC(C1=C(C=CC=C1)OC)=O 2-methoxybenzoic acid n-pentylester